(R)-(1,4-dibenzylpiperazin-2-yl)methanol dihydrochloride Cl.Cl.C(C1=CC=CC=C1)N1[C@H](CN(CC1)CC1=CC=CC=C1)CO